N-(4-bromo-3-{[(dimethylamino)methylene]-sulfamoyl}phenyl)-2-(2-chlorophenyl)acetamide BrC1=C(C=C(C=C1)NC(CC1=C(C=CC=C1)Cl)=O)S(N=CN(C)C)(=O)=O